C(#N)C1=CC=C(C=C1)CS(=O)(=O)NC1=C(C(=C(C=C1F)C1=CC2=C(N=C(N=C2)N[C@@H]2CNC[C@H](C2)F)N(C1=O)CC)F)F 1-(4-cyanophenyl)-N-(4-(8-ethyl-2-(((3S,5S)-5-fluoropiperidin-3-yl)amino)-7-oxo-7,8-dihydropyrido[2,3-d]pyrimidin-6-yl)-2,3,6-trifluorophenyl)methanesulfonamide